tert-butyl (S)-3-amino-4-(4-(6-((5-((2-chloro-6-methylphenyl) carbamoyl) thiazol-2-yl) amino)-2-methylpyrimidin-4-yl) piperazin-1-yl)-4-oxobutyrate N[C@@H](CC(=O)OC(C)(C)C)C(=O)N1CCN(CC1)C1=NC(=NC(=C1)NC=1SC(=CN1)C(NC1=C(C=CC=C1C)Cl)=O)C